monomyristoleoylglycerol C(CCCCCCC\C=C/CCCC)(=O)C(CO)(O)CO